5-[4-(difluoromethoxy)-2,3-difluoro-phenyl]-N-[3-fluoro-4-[4-(piperidine-4-carbonyl)piperazine-1-carbonyl]phenyl]-1-methyl-imidazole-2-carboxamide FC(OC1=C(C(=C(C=C1)C1=CN=C(N1C)C(=O)NC1=CC(=C(C=C1)C(=O)N1CCN(CC1)C(=O)C1CCNCC1)F)F)F)F